1,4-dihydroxy-5,8-bis[2-(2-hydroxyethylamino)ethylamino]anthracene-9,10-dione OC1=CC=C(C=2C(C3=C(C=CC(=C3C(C12)=O)NCCNCCO)NCCNCCO)=O)O